tris(trimethylmethyl)Silane CC(C)(C)[SiH](C(C)(C)C)C(C)(C)C